BrC=1C=C(C=C2C(N(C(=NC12)N1CC(CC1)(F)F)C)=O)C 8-bromo-2-(3,3-difluoropyrrolidin-1-yl)-3,6-dimethylquinazolin-4(3H)-one